C[C@H]1N(CCOC1)C1=NC2=C(N=CC=C2C(=C1)C1=CN=C(S1)C)C1=CC=NN1C1OCCCC1 2-[(3R)-3-methylmorpholin-4-yl]-4-(2-methyl-1,3-thiazol-5-yl)-8-[1-(tetrahydro-2H-pyran-2-yl)-1H-pyrazol-5-yl]-1,7-naphthyridine